N-(2-chloro-4-(trifluoromethyl)phenyl)-1-(4-(1'-(2-(2,6-dioxopiperidin-3-yl)-1,3-dioxoisoindolin-5-yl)-[4,4'-bipiperidin]-1-yl)-1H-pyrazol-1-yl)cyclobutane-1-carboxamide ClC1=C(C=CC(=C1)C(F)(F)F)NC(=O)C1(CCC1)N1N=CC(=C1)N1CCC(CC1)C1CCN(CC1)C=1C=C2C(N(C(C2=CC1)=O)C1C(NC(CC1)=O)=O)=O